4-(1-{4-[3-(5-tert-butyl-2H-pyrazol-3-yl)-ureido]-phenyl}-1H-benzoimidazol-5-yloxy)-pyridine-2-carboxylic acid C(C)(C)(C)C=1C=C(NN1)NC(NC1=CC=C(C=C1)N1C=NC2=C1C=CC(=C2)OC2=CC(=NC=C2)C(=O)O)=O